2-(5-Fluoro-6-(4-(1-methyl-piperidin-4-yl)phenyl)-4-oxoquinazolin-3(4H)-yl)-2-(2-fluorophenyl)acetic acid FC1=C2C(N(C=NC2=CC=C1C1=CC=C(C=C1)C1CCN(CC1)C)C(C(=O)O)C1=C(C=CC=C1)F)=O